5,7-dichloro-2-(chloromethyl)-8-fluoropyrido[4,3-d]pyrimidin-4(3H)-one ClC1=NC(=C(C=2N=C(NC(C21)=O)CCl)F)Cl